C1(CC1)C=1C=CC2=C(C(=NNC2=O)C(C)C)N1 2-cyclopropyl-8-isopropyl-6H-pyrido[2,3-d]pyridazin-5-one